((tert-Butyldimethylsilanyloxy)ethyl)-6-chloropyridazine [Si](C)(C)(C(C)(C)C)OCCC=1N=NC(=CC1)Cl